CN1C=NC2=C1C=CC(=C2)SC(F)(F)F 1-methyl-5-(trifluoromethylthio)benzoimidazole